C(#N)C1=C(C(=C(C(=C1F)F)C#N)F)F 1,4-dicyano-2,3,5,6-tetrafluorobenzene